2,4-Diamino-1-(β-hydroxyethyloxy)benzol NC1=C(C=CC(=C1)N)OCCO